C(C)(C)C1=CC2=C(SC=C2)C(=C1)C#N 5-Isopropylbenzo[b]thiophene-7-carbonitrile